p-Nitrophenyl [methyl 5-acetamido-3,5-dideoxy-3-fluoro-D-erythro-α-L-manno-non-2-ulopyranosonate] C[C@@]1([C@](C(=O)OC2=CC=C(C=C2)[N+](=O)[O-])(O)O[C@H]([C@@H]([C@H]1O)NC(C)=O)[C@H](O)[C@H](O)CO)F